ClC1=CC(=C2C(=N1)N(C=N2)CC(=O)OC)N2CCOCC2 methyl 2-(5-chloro-7-morpholino-3H-imidazo[4,5-b]pyridin-3-yl)acetate